1,4-di(bromomethyl)benzene bromine [Br].BrCC1=CC=C(C=C1)CBr